C(C)(C)(C)OC(=O)N1CC2=C(CC1)N=C(N2COCC[Si](C)(C)C)C2=NC=CC(=C2)B(O)O (2-(5-(tert-butoxycarbonyl)-3-((2-(trimethylsilyl)ethoxy)methyl)-4,5,6,7-tetrahydro-3H-imidazolo[4,5-c]pyridin-2-yl)pyridin-4-yl)boronic acid